CN(C1=CC=C(C=C1)C1=C(C=2C=CC(=CC2CC1)O)C1=CC=C(C=C1)N1CCN(CC1)C(C)C)C 6-(4-(Dimethylamino)phenyl)-5-(4-(4-isopropylpiperazin-1-yl)phenyl)-7,8-dihydronaphthalen-2-ol